N-(2-(4-methoxyphenyl)cyclopropyl)-3,4-dimethylpyrimido[4',5':4,5]thieno[2,3-c]pyridazin-8-amine COC1=CC=C(C=C1)C1C(C1)NC1=NC=NC2=C1SC=1N=NC(=C(C12)C)C